((6-fluoro-2-methylpyridin-3-yl)oxy)-N-(3-((R)-N-((R)-2-hydroxypropanoyl)-S-methylaminosulfinyl)phenyl)-4-(trifluoromethyl)benzamide FC1=CC=C(C(=N1)C)OC1=C(C(=O)NC2=CC(=CC=C2)[S@@](=O)N(C([C@@H](C)O)=O)C)C=CC(=C1)C(F)(F)F